(1S,2S,3S,6R)-6-((4-ethylphenethyl)amino)-4-(fluoromethyl)cyclohex-4-ene-1,2,3-triol C(C)C1=CC=C(CCN[C@@H]2C=C([C@@H]([C@@H]([C@H]2O)O)O)CF)C=C1